(1r,4r)-4-[(3-chloro-4-cyanophenyl)oxy]-N-[6-(piperazin-1-yl)-1,2-diazin-3-yl](1r,4r)-cyclohexanecarboxamide ClC=1C=C(C=CC1C#N)OC1CCC(CC1)C(=O)NC=1N=NC(=CC1)N1CCNCC1